FC1=C(C=CC=2N(C(=NC21)C2=CC=C(C=C2)S(=O)(=O)C)C)C2CCN(CC2)C2CCN(CC2)C2CCOCC2 4-Fluoro-1-methyl-2-(4-(methylsulfonyl)phenyl)-5-(1'-(tetrahydro-2H-pyran-4-yl)-[1,4'-bipiperidin]-4-yl)-1H-benzo[d]imidazol